(2S,6R)-2,6-dimethyl-1-((tetrahydro-2H-pyran-4-yl)methyl)piperazine hydrochloride Cl.C[C@@H]1N([C@@H](CNC1)C)CC1CCOCC1